4-bromo-N-(1-(6-(2-methoxyphenyl)pyridazin-3-yl)piperidin-3-yl)benzamide (E)-5-chloro-3-((1-hydroxy-2-methylpropyl-imino)meth-yl)-2-(isobutyryloxy)phenyl-4-methylbenzoate ClC=1C=C(C(=C(C1)OC(C1=CC=C(C=C1)C)=O)OC(C(C)C)=O)/C=N/C(C(C)C)O.BrC1=CC=C(C(=O)NC2CN(CCC2)C=2N=NC(=CC2)C2=C(C=CC=C2)OC)C=C1